5-[4-[(5-Fluoro-2-isopropyl-3-oxo-4H-quinoxalin-6-yl)methyl]piperazin-1-yl]-N-methyl-pyridine-2-carboxamide FC1=C2NC(C(=NC2=CC=C1CN1CCN(CC1)C=1C=CC(=NC1)C(=O)NC)C(C)C)=O